6-chloro-2-(1-fluoroethyl)pyrimidin-4-amine ClC1=CC(=NC(=N1)C(C)F)N